CCCCCCCCCCCC/C=C/C=C/C=C Octadecatriene